(R)-aziridine N1CC1